7-hydroxy-2-(3-nitro-4-phenylsulfanylphenyl)thiazolo[5,4-d]pyrimidine OC=1C2=C(N=CN1)SC(=N2)C2=CC(=C(C=C2)SC2=CC=CC=C2)[N+](=O)[O-]